1,1,1,3,3,3-Hexafluoropropan-2-yl (±)-1-((6-isopropoxypyridin-3-yl)carbamoyl)-6-azaspiro[2.5]octan-6-carboxylat C(C)(C)OC1=CC=C(C=N1)NC(=O)[C@@H]1CC12CCN(CC2)C(=O)OC(C(F)(F)F)C(F)(F)F |r|